[Br-].CN(C=1C=C2N(C=3C=CC=C(C3[C@@H](C2=CC1)C1=CC=CC2=CC=CC=C12)OC)C1=CC=CC=C1)C |r| (±)-6-(dimethylamino)-1-methoxy-9-(naphthalen-1-yl)-10-phenylacridine bromide